4-phenoxy-3,5-dihydroxybenzoic acid O(C1=CC=CC=C1)C1=C(C=C(C(=O)O)C=C1O)O